COC(CN(CCC[C@H](C(C)C)N1CC2(C1)CN(CC2)C=2N=CN=NC2OC2=C(C(=O)N(C(C)C)CC)C=C(C=C2)F)C)COC 2-((5-(2-((3R)-6-((2,3-dimethoxypropyl)(methyl)amino)-2-methylhex-3-yl)-2,6-diazaspiro[3.4]oct-6-yl)-1,2,4-triazin-6-yl)oxy)-N-ethyl-5-fluoro-N-isopropylbenzamide